O=C1C=C(C=CO1)C1=CC=C(C=C1)C 6-oxo-4-(p-tolyl)pyran